N-[4-[(Z)-4-hydroxybut-1-enyl]-2-pyridyl]-4-(1-methyltriazol-4-yl)-N-[(3R)-3-piperidyl]benzamide OCC\C=C/C1=CC(=NC=C1)N(C(C1=CC=C(C=C1)C=1N=NN(C1)C)=O)[C@H]1CNCCC1